N1C=CC=2C1=[N+](C=CC2)[O-] 1H-pyrrolo[2,3-b]pyridine-7-oxide